N1(CCNCCC1)C1=NC=CC(=C1)C1C(NC(CC1)=O)=O 3-(2-(1,4-diazepan-1-yl)pyridin-4-yl)piperidine-2,6-dione